6-Chloro-2-[2-(8-hydroxyquinolin-5-yl)-vinyl]-1-methylquinolinium trifluoromethanesulfonate FC(S(=O)(=O)[O-])(F)F.ClC=1C=C2C=CC(=[N+](C2=CC1)C)C=CC1=C2C=CC=NC2=C(C=C1)O